2-bromo-3-methoxy-5-((2-(trimethylsilyl)ethoxy)methoxy)benzaldehyde BrC1=C(C=O)C=C(C=C1OC)OCOCC[Si](C)(C)C